COC1=CC=C(C=C1)C=1OC(=C(N1)C(=O)OCC)C ethyl 2-(4-methoxyphenyl)-5-methyloxazole-4-carboxylate